1,3-dimethoxymethyl-urea COCNC(=O)NCOC